2,6-dimethylbenzene isonitrile N#[C-].CC1=CC(=CC=C1)C